6-((2,3-dihydro-[1,4]dioxino[2,3-b]pyridin-7-yl)sulfonyl)-2-((6-methoxypyridin-3-yl)methyl)phthalazin-1(2H)-one O1CCOC2=NC=C(C=C21)S(=O)(=O)C=2C=C1C=NN(C(C1=CC2)=O)CC=2C=NC(=CC2)OC